COC1=CC=C(C2=C1NC(=N2)NC(=O)N2C[C@H](CC2)F)C2CCOCC2 (S)-3-Fluoro-pyrrolidine-1-carboxylic acid [7-methoxy-4-(tetrahydropyran-4-yl)-1H-benzoimidazol-2-yl]-amide